4,5-bis(benzyloxy)-3-methylnaphthalene C(C1=CC=CC=C1)OC1=C(C=CC2=CC=CC(=C12)OCC1=CC=CC=C1)C